BrCC1OC(=NOC1)C1CC(N(CC1)C(=O)OC(C)(C)C)(C)C tert-butyl 4-[5-(bromomethyl)-5,6-dihydro-1,4,2-dioxazin-3-yl]-2,2-dimethyl-piperidine-1-carboxylate